1-(S)-phenylethylamine C1(=CC=CC=C1)[C@H](C)N